5-chloro-2-(2-(3-iodoprop-2-yn-1-ylidene)hydrazino)pyrimidine ClC=1C=NC(=NC1)NN=CC#CI